silver copper gallium selenium [Se].[Ga].[Cu].[Ag]